3,4-dihydroisoquinolin-2(1H)-yl-methanone C1N(CCC2=CC=CC=C12)C=O